(Z)-6-(5-cyanopyridin-2-yl)-N'-(6,7-dihydroquinolin-8(5H)-ylidene)-2,6-diazaspiro[3.3]heptane-2-thiohydrazide C(#N)C=1C=CC(=NC1)N1CC2(CN(C2)C(N\N=C/2\CCCC=3C=CC=NC23)=S)C1